N[C@@H]1C[C@@H](CCC1)NC1=NC2=CC=C(C=C2C=N1)C1=CC(=C(C=C1)NS(=O)(=O)C1=C(C=CC=C1)Cl)F N-(4-(2-(((1R,3S)-3-amino-cyclohexyl)-amino)quinazolin-6-yl)-2-fluoro-phenyl)-2-chloro-benzenesulfonamide